BrCCOCCOCCOCCOC=1C=CC(=NC1)C#N 5-(2-(2-(2-(2-bromoethoxy)ethoxy)ethoxy)ethoxy)picolinonitrile